CC1=C(C=CC(=C1)C)S(=O)(=O)C=1N=NN2C1NC(C1=CC=C(C=C21)N2CCN(CC2)CC(=O)O)=O [4-[3-(2,4-dimethylphenyl)sulfonyl-5-oxo-4H-triazolo[1,5-a]quinazolin-8-yl]piperazin-1-yl]acetic acid